(N-[4-amino-5-[4-[2-oxo-2-(1H-pyrazolo[3,4-d]pyrimidin-4-ylamino)ethoxy]benzoyl]thiazol-2-yl]-4-fluoro-anilino)propanamide NC=1N=C(SC1C(C1=CC=C(C=C1)OCC(NC1=C2C(=NC=N1)NN=C2)=O)=O)N(C2=CC=C(C=C2)F)C(C(=O)N)C